tert-Butyl (3-(cyclopropylmethyl)-1-methyl-1H-indazol-5-yl)carbamate C1(CC1)CC1=NN(C2=CC=C(C=C12)NC(OC(C)(C)C)=O)C